(S)-2-((benzyloxy)methyl)-3,4-dihydro-2H-pyran C(C1=CC=CC=C1)OC[C@H]1OC=CCC1